tert-butyl 2-(1-(3-isopropylphenyl)cyclopropyl)-4-oxo-3,4,5,7,8,9-hexahydro-6H-pyrimido[5,4-c]azepine-6-carboxylate C(C)(C)C=1C=C(C=CC1)C1(CC1)C=1NC(C=2CN(CCCC2N1)C(=O)OC(C)(C)C)=O